4-methyl-3-(2H-tetrazol-2-yl)aniline CC1=C(C=C(N)C=C1)N1N=CN=N1